CC1=CC=C(C=C1)S(=O)(=O)OC1=CC(N2[C@@H](CCC2=C1)C(CC(=O)OC(C)(C)C)=O)=O 2-methyl-2-propanyl 3-[(3S)-7-{[(4-Methylphenyl)sulfonyl]oxy}-5-oxo-1,2,3,5-tetrahydro-3-indolizinyl]-3-oxopropanoate